NC1=NN(C=C1C)C(C(=O)OC(C)(C)C)C tert-butyl 2-(3-amino-4-methyl-pyrazol-1-yl)propanoate